C(C)(C)(C)OC(=O)C=1C(=C(C(=CC1CCOC1=NC=CC2=CC=C(C=C12)Cl)[N+](=O)[O-])C(=O)OC(C)(C)C)F tert-Butyl (tert-butoxycarbonyl)(4-(2-((7-chloroisoquinolin-1-yl)oxy)ethyl)-2-fluoro-6-nitrophenyl)carboxylate